(Z)-1,4-dibromo-2-butene BrC\C=C/CBr